ClC=1C=CC=2C(C3=CC=C(C=C3OC2C1)Cl)NC(=O)C=1C(NC(=CC1C)C(F)(F)F)=O N-(3,6-dichloro-9H-xanthen-9-yl)-4-methyl-2-oxo-6-(trifluoromethyl)-1,2-dihydropyridine-3-carboxamide